bromoazaindole BrC1=NNC2=CC=CC=C12